3-(3-bromo-4-(2-cyclopropyl-2-hydroxyethoxy)phenyl)-2-(4-(tert-butyl)-3-chlorophenyl)-7-fluoro-1-oxo-1,2,3,4-tetrahydroisoquinoline-4-carboxylate BrC=1C=C(C=CC1OCC(O)C1CC1)C1N(C(C2=CC(=CC=C2C1C(=O)[O-])F)=O)C1=CC(=C(C=C1)C(C)(C)C)Cl